3-(5-((4-benzylpiperidin-1-yl)methyl)-4H-1,2,4-triazol-3-yl)-1H-indole-7-carboxylic acid methyl ester COC(=O)C=1C=CC=C2C(=CNC12)C1=NN=C(N1)CN1CCC(CC1)CC1=CC=CC=C1